2-[2-(aminomethyl)-3,3-difluoro-allyl]-4-[[4-(1-ethylpyrazol-4-yl)phenyl]methyl]-1,2,4-triazol-3-one NCC(CN1N=CN(C1=O)CC1=CC=C(C=C1)C=1C=NN(C1)CC)=C(F)F